C(CCCCCCCCCCCCC)OC1=C(C=CC(=C1)N)N tetradecanoxy-2,5-diaminobeNzen